C[C@@H]1N(C[C@H](N(C1)C(C)C=1C=C2N=CC(=NC2=CC1)C(F)(F)F)C)C=1C=2C(N(C(C1)=O)C)=CN(N2)CC#N 2-(7-((2S,5R)-2,5-dimethyl-4-(1-(2-(trifluoromethyl)quinoxalin-6-yl)ethyl)piperazin-1-yl)-4-methyl-5-oxo-4,5-dihydro-2H-pyrazolo[4,3-b]pyridin-2-yl)acetonitrile